CN1CC(C1)(C)[C@@](C=1C=C(C=NC1)C#CC(C)(O)C1=CC(=NO1)C)(C1=CC=C(C=C1)C(C)C)O 4-{5-[(R)-(1,3-dimethyl-azetidin-3-yl)-hydroxy-(4-isopropyl-phenyl)-methyl]-pyridin-3-yl}-2-(3-methyl-isoOxazol-5-yl)-but-3-yn-2-ol